C1(=CC=CC=C1)SCC=O 2-(phenylthio)ethan-1-one